BrC=1C=C(C=CC1)C(CCCC1(CC1)C(=O)O)(C(=O)OC)C 1-(4-(3-Bromophenyl)-5-methoxy-4-methyl-5-oxopentyl)cyclopropane-1-carboxylic acid